6-(4-Ethylphenyl)-9-β-D-ribofuranosyl-7-deazapurine C(C)C1=CC=C(C=C1)C1=C2C=CN(C2=NC=N1)[C@H]1[C@H](O)[C@H](O)[C@H](O1)CO